amino-amine NN